Dimethyl-(t-Butoxycarbonyl)-L-glutamic acid C[C@](N(C(=O)OC(C)(C)C)C)(CCC(=O)O)C(=O)O